4-(ethylsulfanyl)-2-methyl-6-(6-azaspiro[2.5]octan-6-yl)benzamide C(C)SC1=CC(=C(C(=O)N)C(=C1)N1CCC2(CC2)CC1)C